CC1(COC1)C=1C=C(C(=O)N2[C@H](CCC2)C(=O)N)C=CC1 1-(3-(3-methyl-3-oxetanyl)benzoyl)-D-prolinamide